C(CC)O\N=C(\COC1=C(C(=NN1C)C(F)(F)F)F)/C1=C(C=C(C=C1)Cl)Cl (E)-1-(2,4-dichlorophenyl)-2-((4-fluoro-1-methyl-3-(trifluoromethyl)-1H-pyrazol-5-yl)oxy)ethan-1-one-O-propyloxime